C(CC(=O)[O-])[C@@H](C(=O)[O-])N=CN The molecule is a dicarboxylic acid anion resuting from removal of a proton from both carboxy groups of N-formimidoyl-L-glutamic acid. It has a role as a human metabolite. It is an alpha-amino-acid anion and a dicarboxylic acid dianion. It derives from a L-glutamate(2-). It is a conjugate base of a N-formimidoyl-L-glutamic acid.